C(C)(C)(C)OC(=O)N1CCC(CC1)C=1C=C2C(=C(NC2=CC1)C1=CC2=C(N=CO2)C(=C1)C)C(C)C 4-(3-isopropyl-2-(4-methylbenzo[d]oxazol-6-yl)-1H-indol-5-yl)piperidine-1-carboxylic acid tert-butyl ester